C1(NOCCC2=C1C=CC=C2)=O 4,5-dihydrobenzo[d][1,2]oxazepine-1(2H)-one